(2,4-dichlorophenyl)methanone ClC1=C(C=CC(=C1)Cl)C=O